N-(4-methyl-3-(7-methyl-2-((6-methylpyridin-3-yl)amino)-8-oxo-7,8-dihydropyrido[3,4-d]pyrimidin-6-yl)phenyl)benzofuran-2-carboxamide CC1=C(C=C(C=C1)NC(=O)C=1OC2=C(C1)C=CC=C2)C2=CC1=C(N=C(N=C1)NC=1C=NC(=CC1)C)C(N2C)=O